FC(C1=NN=C(S1)N1C2=C(C3=CC(=C(C=C13)S(NC1(CC1)C)(=O)=O)F)C(=NC=N2)N2C[C@@H](N(CC2)C(=O)N(C)C)C)F (S)-4-(9-(5-(Difluoromethyl)-1,3,4-thiadiazol-2-yl)-6-fluoro-7-(N-(1-methylcyclopropyl)sulfamoyl)-9H-pyrimido[4,5-b]indol-4-yl)-N,N,2-trimethylpiperazine-1-carboxamide